The molecule is a primary amino compound that is fluorescein carrying an amino substituent at C-5. Building block/intermediate for the synthesis of the fluorescent dye flourescein; also used to produce N-(fluorescein-5-yl)maleamic acid. It derives from a fluorescein. C1=CC2=C(C=C1N)C(=O)OC23C4=C(C=C(C=C4)O)OC5=C3C=CC(=C5)O